ClC1=C(C=CC=C1NC=1C=NC(=CC1)OC(F)(F)F)[C@@]1(CC(N(C(N1)=N)C1CCOCC1)=O)C (6S)-6-(2-Chloro-3-{[6-(trifluoromethoxy)pyridin-3-yl]-amino}phenyl)-2-imino-6-methyl-3-(tetrahydropyran-4-yl)hexahydropyrimidin-4-one